[Si].[Ta] tantalum-silicon